C([C@@H](O)C1=CC=CC=C1)(=O)[O-].[Zn+2].C([C@@H](O)C1=CC=CC=C1)(=O)[O-] zinc L-mandelate